tert-Butyl 2-bromo-6,6-dimethyl-6,7-dihydrothiazolo[5,4-c]pyridine-5(4H)-carboxylate BrC=1SC=2CN(C(CC2N1)(C)C)C(=O)OC(C)(C)C